[Hf].[Ti].[Zr].Cl[SiH3] chlorosilane zirconium-titanium-hafnium